CN(CCC(=O)O[C@H](C(=O)OCCCCCCCCCCCCCCCC)CC(=O)OCCCCCCCCCCCCCCCC)C Dihexadecyl (S)-2-((3-(dimethylamino)propanoyl)oxy)succinate